deoxy-2'-fluorouridine F[C@H]1[C@@H](O[C@@H]([C@H]1O)CO)N1C(=O)NC(=O)C=C1